C1(CC1)C[C@@H]1C(N([C@@H]([C@H]1[N+](=O)[O-])C1=CC=CC=C1)CC1=CC=C(C=C1)OC)=O (3s,4s,5r)-3-(cyclopropylmethyl)-1-(4-methoxybenzyl)-4-nitro-5-phenylpyrrolidin-2-one